FC1=C(C2=C(CCO2)C=C1NC1=NC(=CC(=N1)NC)C)C=1CCC(NCC1)C N2-[6-fluoro-7-(2-methyl-2,3,4,7-tetrahydro-1H-azepin-5-yl)-2,3-dihydrobenzofuran-5-yl]-N4,6-dimethyl-pyrimidine-2,4-diamine